N-(5-(3-(((4-cyclopropylisothiazol-3-yl)oxy)methyl)cyclobutyl)-1H-pyrazol-3-yl)-2-(3-methylisoxazol-5-yl)acetamide C1(CC1)C=1C(=NSC1)OCC1CC(C1)C1=CC(=NN1)NC(CC1=CC(=NO1)C)=O